C12(CC3CC(CC(C1)C3)C2)P(C2=C(C(=CC=C2OC)OC)C2=C(C=C(C=C2C(C)C)C(C)C)C(C)C)C23CC1CC(CC(C2)C1)C3 bis(adamantan-1-yl)[3,6-dimethoxy-2',4',6'-tris(propan-2-yl)-[1,1'-biphenyl]-2-yl]phosphane